2,3,4-trichlorobutenoic acid ClC(C(=O)O)=C(CCl)Cl